2-{3-[(2R,6S)-2,6-dimethylmorpholine-4-carbonyl]-5,6-dihydrocyclopenta[c]pyrazol-1(4H)-yl}-1-{4-[2-(trifluoromethoxy)phenyl]piperidin-1-yl}ethan-1-one C[C@@H]1CN(C[C@@H](O1)C)C(=O)C=1C2=C(N(N1)CC(=O)N1CCC(CC1)C1=C(C=CC=C1)OC(F)(F)F)CCC2